(2,3-dihydro-1-benzofuran-5-yl)hydrazine hydrochloride Cl.O1CCC2=C1C=CC(=C2)NN